(5R)-3-[4'-(cyclopropanesulfonyl)[1,1'-biphenyl]-4-yl]-5-(hydroxymethyl)-1,3-oxazolidin-2-one C1(CC1)S(=O)(=O)C1=CC=C(C=C1)C1=CC=C(C=C1)N1C(O[C@H](C1)CO)=O